Menthyl-L-Lactate C1(CC(C(CC1)C(C)C)OC([C@@H](O)C)=O)C